BrC=1C(=CC(=NC1)NCC(C(F)(F)F)(C)C)C(F)(F)F 5-bromo-N-(3,3,3-trifluoro-2,2-dimethylpropyl)-4-(trifluoromethyl)pyridin-2-amine